N-(tert-butyloxycarbonyl)-N-methyl-L-valine C(C)(C)(C)OC(=O)N([C@@H](C(C)C)C(=O)O)C